5-chloro-3-iodo-2-((1R,6R)-6-(methylamino)cyclohex-3-en-1-yl)-N-(thiophen-2-ylmethyl)thieno[3,2-b]pyridin-7-amine ClC1=CC(=C2C(=N1)C(=C(S2)[C@@H]2CC=CC[C@H]2NC)I)NCC=2SC=CC2